(R)-methyl-(pyrrolidin-3-yl)carbamic acid tert-butyl ester C(C)(C)(C)OC(N([C@H]1CNCC1)C)=O